5-fluoro-1,3-benzenedihydrazide FC=1C=C(C=C(C1)C(=O)NN)C(=O)NN